ClC=1C(=C(C=CC1)[C@H](CC1=NC(=NC(=N1)N[C@@H](CO)CC(C)C)NS(=O)(=O)C)C)F N-(4-((S)-2-(3-chloro-2-fluorophenyl)propyl)-6-(((R)-1-hydroxy-4-methylpent-2-yl)amino)-1,3,5-triazin-2-yl)methanesulfonamide